C(C1=CC=CC=C1)OC1CC(OC1)C(=O)ON1C(C2=CC=CC=C2C1=O)=O 1,3-dioxoisoindolin-2-yl 4-(benzyloxy)tetrahydrofuran-2-carboxylate